N-[3-(4-amino-7-ethyl-7H-pyrrolo[2,3-d]pyrimidin-5-yl)-2-fluoro-phenyl]-5-chloro-2-fluoro-4-methoxy-benzenesulfonamide NC=1C2=C(N=CN1)N(C=C2C=2C(=C(C=CC2)NS(=O)(=O)C2=C(C=C(C(=C2)Cl)OC)F)F)CC